Butenen C=CC=C